C(C1=CC=CC=C1)(=O)NC1=C2N=CN(C2=NC=N1)[C@H]1[C@@H]([C@@H]([C@H](O1)/C=C/P(OC)(O)=O)O)F Methyl Hydrogen ((E)-2-((2R,3R,4R,5R)-5-(6-Benzamido-9H-Purin-9-yl)-4-Fluoro-3-Hydroxytetrahydrofuran-2-yl)Vinyl)Phosphonate